O[C@H]1[C@H](O[C@@]2([C@H](CCO2)C2=C(C=3CCCCC3C=C2)C(=O)N)[C@@H]([C@H]1N1N=NC(=C1)C1=CC(=C(C(=C1)F)F)F)O)CO ((4r,5s,7r,8r,9s,10r)-8,10-dihydroxy-7-(hydroxymethyl)-9-(4-(3,4,5-trifluorophenyl)-1H-1,2,3-triazol-1-yl)-1,6-dioxaspiro[4.5]dec-4-yl)-5,6,7,8-tetrahydronaphthalene-1-carboxamide